O=C1NC(CCC1N1C(C2=CC=C(C=C2C1=O)N1CCN(CC1)CC1CCC(CC1)OCC1CCNCC1)=O)=O (2,6-dioxo-3-piperidyl)-5-[4-[[4-(4-piperidylmethoxy)cyclohexyl]methyl]piperazin-1-yl]isoindoline-1,3-dione